5,10,15,20-tetrakis(pentafluorophenyl)porphin FC1=C(C(=C(C(=C1C=1C2=CC=C(N2)C(=C2C=CC(C(=C3C=CC(=C(C=4C=CC1N4)C4=C(C(=C(C(=C4F)F)F)F)F)N3)C3=C(C(=C(C(=C3F)F)F)F)F)=N2)C2=C(C(=C(C(=C2F)F)F)F)F)F)F)F)F